2-chloro-N-(1,2,3,4-tetrahydronaphthalen-2-yl)-6-((2,4,4-trimethyl-pentan-2-yl)amino)pyrimidine-4-carboxamide ClC1=NC(=CC(=N1)C(=O)NC1CC2=CC=CC=C2CC1)NC(C)(CC(C)(C)C)C